4-(4-{[2-(2,5-dimethyl-2H-1,2,3-triazol-4-yl)pyrrolidin-1-yl]methyl}-2-fluorophenoxy)benzamide CN1N=C(C(=N1)C1N(CCC1)CC1=CC(=C(OC2=CC=C(C(=O)N)C=C2)C=C1)F)C